((R)-4-(2-amino-1-methyl-1H-imidazo[4,5-c]pyridin-7-yl)morpholin-2-yl)((S)-6,8-dichloro-1-methyl-3,4-dihydroisoquinolin-2(1H)-yl)methanone NC=1N(C2=C(C=NC=C2N2C[C@@H](OCC2)C(=O)N2[C@H](C3=C(C=C(C=C3CC2)Cl)Cl)C)N1)C